C(OC[C@H]1O[C@@]([C@@H]2OC(CC(CC(O[C@@H]21)=O)(C)C)=O)(C#N)C2=CC=C1C(=NC=NN12)N)(OCC(C)(C)C)=O ((7aR,8R,10R,10aR)-10-(4-aminopyrrolo[2,1-f][1,2,4]triazin-7-yl)-10-cyano-4,4-dimethyl-2,6-dioxooctahydro-2H-furo[3,4-b][1,4]dioxonin-8-yl)methyl neopentyl carbonate